C(CC)C(C(=O)[O-])(C(=O)[O-])CCC.[Ca+2] calcium 2,2-dipropylpropanedioate